2-(4-chlorophenoxy)-1-propanol ClC1=CC=C(OC(CO)C)C=C1